N4-(3-chlorobenzyl)-6-(3,5-dimethylisoxazol-4-yl)-N2-(2-(4-methylpiperazin-1-Yl)ethyl)quinazoline-2,4-diamine ClC=1C=C(CNC2=NC(=NC3=CC=C(C=C23)C=2C(=NOC2C)C)NCCN2CCN(CC2)C)C=CC1